tert-butyl 3,3-difluoro-4-((S)-1-(4-fluorophenyl)-1,2,3,4-tetrahydroisoquinoline-2-carboxamido)pyrrolidine-1-carboxylate FC1(CN(CC1NC(=O)N1[C@H](C2=CC=CC=C2CC1)C1=CC=C(C=C1)F)C(=O)OC(C)(C)C)F